O=C1OC2(CCCC2)OC(C1=IC=1C=C(C=CC1)C=1N=C(OC1C(=O)O)C)=O 4-(3-((7,9-dioxo-6,10-dioxaspiro[4.5]decan-8-ylidene)-λ3-iodanyl)phenyl)-2-methyloxazole-5-carboxylic acid